C(C)(C)(C)OC(C)=O.FC=1C=C(C=CC1)[C@H](CNC(CC1CCC(CC1)NC(O)=O)(C)C)O ((1s,4s)-4-(2-(((R)-2-(3-fluorophenyl)-2-hydroxyethyl)amino)-2-methylpropyl)cyclohexyl)carbamic acid tert-butyl-acetate